C(C)OC1=CC=C(C=C1)C1=CC2=C(N=CC=C2N(C2=CC=CC=C2)C)N1S(=O)(=O)C1=CC=CC=C1 2-(4-ethoxyphenyl)-N-methyl-N-phenyl-1-(phenylsulfonyl)-1H-pyrrolo[2,3-b]Pyridin-4-amine